cyclobutyl 6-(1-(4-fluorobenzamido)ethyl)-3,4-dihydro-1,5-naphthyridine-1(2H)-carboxylate FC1=CC=C(C(=O)NC(C)C=2N=C3CCCN(C3=CC2)C(=O)OC2CCC2)C=C1